[2-(2-amino-5-chlorobenzyl)-1,3-dioxepan-2-yl]Acetic acid methyl ester COC(CC1(OCCCCO1)CC1=C(C=CC(=C1)Cl)N)=O